(2R,3R,4R,5R,6R)-2-(acetoxymethyl)-5-azido-6-(nitrooxy)tetrahydro-2H-pyran-3,4-diyl diacetate C(C)(=O)O[C@H]1[C@H](O[C@@H]([C@@H]([C@H]1OC(C)=O)N=[N+]=[N-])O[N+](=O)[O-])COC(C)=O